C(C)(C)(C)C1=CC=C2OC=3C=CC=4C(N(C(C5=CC=C(C3C45)C2=C1)=O)CCO)=O 9-(tert-butyl)-2-(2-hydroxyethyl)-1H-xantheno[2,1,9-def]isoquinoline-1,3(2H)-dione